C(C(C)(C)C)OS(=O)(=O)C=CC1=CC=CC=C1.CN(C1=CC=CC=C1)C(C)C=CC1=CC=CC=C1 N-methyl-N-(4-phenylbut-3-en-2-yl)aniline neopentyl-styrenesulfonate